2-((benzyloxy)methyl)-1-(bicyclo[1.1.1]pentan-1-yl)-4,5-diiodo-1H-imidazole C(C1=CC=CC=C1)OCC=1N(C(=C(N1)I)I)C12CC(C1)C2